5-(4-acrylamidophenyl)-4-(3-fluoro-4-((4-methylpyrimidin-2-yl)oxy)phenyl)-1H-pyrazole-3-carboxamide C(C=C)(=O)NC1=CC=C(C=C1)C1=C(C(=NN1)C(=O)N)C1=CC(=C(C=C1)OC1=NC=CC(=N1)C)F